N1(C=NC=C1)C1=CC(=NC=N1)N1CCC2(C(N3[C@H](O2)CC[C@H]3C3=CC=CC=C3)=O)CC1 (5'S,7a'R)-1-[6-(1H-imidazol-1-yl)pyrimidin-4-yl]-5'-phenyltetrahydro-3'H-spiro[piperidine-4,2'-pyrrolo[2,1-b][1,3]oxazol]-3'-one